5-((4aR,7aS)-4-((7-ethyl-6-oxo-5,6-dihydro-1,5-naphthyridin-3-yl)methyl)hexahydrofuro[3,4-b]pyrazin-1(2H)-yl)-N-methylpyridine-2-carboxamide C(C)C=1C(NC=2C=C(C=NC2C1)CN1[C@@H]2[C@H](N(CC1)C=1C=CC(=NC1)C(=O)NC)COC2)=O